4-(1H-1,2,4-triazol-1-yl)pyridine-3-carbaldehyde N1(N=CN=C1)C1=C(C=NC=C1)C=O